NC=1C=2N(C3=CC(=C(C=C3N1)F)C(=O)N(C)[C@@H]1COC3=C1C=C(C=C3)[C@H]3[C@@H](C3)C#N)C=NC2 Trans-4-amino-N-((3S)-5-(2-cyanocyclopropyl)-2,3-dihydrobenzofuran-3-yl)-7-fluoro-N-methylimidazo[1,5-a]quinoxaline-8-carboxamide